C(CC)C=1C(=C(C=CC1)O)N=NC1=C(C=CC=C1)O propylazophenol